[2H]N(C(CC1=CC=CC=C1)C)[2H] N,N-Dideuterio-1-phenylpropan-2-amine